ethyl (S)-3-(2-(3-((2-formyl-3-hydroxyphenoxy)methyl)morpholine-4-carbonyl)phenyl)propanoate C(=O)C1=C(OC[C@H]2N(CCOC2)C(=O)C2=C(C=CC=C2)CCC(=O)OCC)C=CC=C1O